C(C)OC[C@H](CC1=CC=C(C=C1)OCCCCCC)N1C=NC=2C=NC=3C=CC=CC3C21 1-[(1S)-1-(ethoxymethyl)-2-(4-hexyloxyphenyl)ethyl]Imidazo[4,5-c]Quinoline